(R)-2-amino-2-(4-(methylsulfonyl)phenyl)ethanol N[C@@H](CO)C1=CC=C(C=C1)S(=O)(=O)C